6-aminoethyl-(Azelaic acid) NCCC(CCCCC(=O)O)CCC(=O)O